(1S,4S)-2-Boc-2,5-diazabicyclo(2.2.2)octane C(=O)(OC(C)(C)C)N1[C@@H]2CN[C@H](C1)CC2